CC(C)OC(C1=CC(=CC(=C1)O)O)=O 3,5-dihydroxybenzoic acid propan-2-yl ester